1,2-diaminohexane NCC(CCCC)N